N-(oxetan-3-yl)-4-(4-(2-(4-(trifluoromethyl)phenyl)acetamido)phenoxy)-7H-pyrrolo[2,3-D]pyrimidine-7-carboxamide O1CC(C1)NC(=O)N1C=CC2=C1N=CN=C2OC2=CC=C(C=C2)NC(CC2=CC=C(C=C2)C(F)(F)F)=O